Cl.FC(C=1C=C(C=CC1)[C@@H](C)N)F (R)-1-(3-(difluoromethyl)phenyl)ethan-1-amine hydrochloride